(R)-4-((3-(1,1-Dioxidothiomorpholine-4-carbonyl)piperidin-1-yl)sulfonyl)-N,N-diethylbenzenesulfonamide O=S1(CCN(CC1)C(=O)[C@H]1CN(CCC1)S(=O)(=O)C1=CC=C(C=C1)S(=O)(=O)N(CC)CC)=O